C(C)(C)(C)C1=CC(=NC=C1)C1=CC=C2C=CN(C2=C1)C1=CC=CC(=N1)C(=O)O 6-(6-(4-(tert-butyl)pyridin-2-yl)-1H-indol-1-yl)picolinic acid